2,6-dimethyl-3-(3-methyl-2-buten-1-yl)p-benzoquinone CC=1C(C(=CC(C1CC=C(C)C)=O)C)=O